COC=1C(=C(C(C(=O)O)=CC1)O)OC dimethoxysalicylic acid